tert-Butyl 3-{[5-(2,5-dichlorophenyl)-1-trityl-1H-indazol-3-yl]carbamoyl}piperidine-1-carboxylate ClC1=C(C=C(C=C1)Cl)C=1C=C2C(=NN(C2=CC1)C(C1=CC=CC=C1)(C1=CC=CC=C1)C1=CC=CC=C1)NC(=O)C1CN(CCC1)C(=O)OC(C)(C)C